FC=1C(=NC(=C(C1C(C)(C)O)F)C1=CC=C(C=C1)F)C(CNC(=O)C=1C=C2C=C(C=NC2=C(C1)OC)C)(C(F)(F)F)O (-)-N-{2-[3,5-difluoro-6-(4-fluorophenyl)-4-(2-hydroxypropan-2-yl)pyridin-2-yl]-3,3,3-trisFluoro-2-hydroxypropyl}-8-methoxy-3-methylquinoline-6-carboxamide